OCC=1C=C(C=CC1)[C@@H](C)NC=1C2=C(N=C(N1)C)C=NC(=C2)N2C[C@@H](CC2)NC(C)=O N-{(3R)-1-[4-({(1R)-1-[3-(hydroxymethyl)phenyl]ethyl}amino)-2-methylpyrido[3,4-d]pyrimidin-6-yl]pyrrolidin-3-yl}acetamide